3-(2-ethylhexyloxy)propylamine C(C)C(COCCCN)CCCC